4-(4-amino-2,6-difluorophenyl)benzo[d]isoxazol-3-amine NC1=CC(=C(C(=C1)F)C1=CC=CC2=C1C(=NO2)N)F